(S)-tert-butyl ((1-allyl-4-isobutoxy-2-oxocyclohept-3-en-1-yl)methyl)carbamate C(C=C)[C@]1(C(C=C(CCC1)OCC(C)C)=O)CNC(OC(C)(C)C)=O